BrC=1SC=C(N1)CC(=O)O 2-(2-bromothiazol-4-yl)acetic acid